[Cl-].FC(C1=NSC(=N1)OC1=CC=C(C=C1)C1CC[NH2+]CC1)(F)F 4-(4-((3-(trifluoromethyl)-1,2,4-thiadiazol-5-yl)oxy)phenyl)piperidin-1-ium chloride